C1(=CC=CC=C1)N(CC(=O)O)C(CN1CCN(CCN(CCN(CC1)CC(=O)O)CC(=O)O)CC(=O)O)=O N-phenyl-N-{[4,7,10-tris(carboxymethyl)-1,4,7,10-tetraazacyclododec-1-yl]acetyl}glycine